3-[(2S,3S)-N-(hexyloxy)-3-methyl-2-{[(2R)-1-methylpiperidin-2-yl]formamido}pentanamido]-4-methylpentyl acetate C(C)(=O)OCCC(C(C)C)N(C([C@H]([C@H](CC)C)NC(=O)[C@@H]1N(CCCC1)C)=O)OCCCCCC